(R)-N-(2-(2-((dimethylamino)methyl)pyrrolidin-1-yl)-4-methoxy-5-((4-(3,3,5-trimethyl-2,3-dihydro-1H-pyrrolo[3,2-b]pyridin-1-yl)pyrimidin-2-yl)amino)phenyl)acrylamide CN(C)C[C@@H]1N(CCC1)C1=C(C=C(C(=C1)OC)NC1=NC=CC(=N1)N1CC(C2=NC(=CC=C21)C)(C)C)NC(C=C)=O